C(C)(C)(C)C1=NC(=NO1)C1=C(C=C(C=C1)C(=O)N1CCN(CC1)C=1OC=2C(=NC(=CC2)Cl)N1)F [4-(5-tert-butyl-1,2,4-oxadiazol-3-yl)-3-fluoro-phenyl]-[4-(5-chlorooxazolo[4,5-b]pyridin-2-yl)piperazin-1-yl]methanone